O[C@H]1CC(C2=C1NC(=C2C)C(=O)O)=O (S)-6-hydroxy-3-methyl-4-oxo-1,4,5,6-tetrahydrocyclopenta[b]pyrrole-2-carboxylic acid